ClC=1C=C(C=C(C1)Cl)S(=O)(=O)NC1=CC=C(C=C1)S(NC1=C(C(=CC(=C1)F)Br)C)(=O)=O 3,5-dichloro-N-(4-(N-(2-methyl-3-bromo-5-fluorophenyl)sulfamoyl)phenyl)benzenesulfonamide